C=C(C(=O)[O-])O[C@@H]1CC(=C[C@H]([C@H]1O)OP(=O)([O-])[O-])C(=O)[O-] The molecule is the conjugate base of 5-O-(1-carboxyvinyl)-3-phosphoshikimic acid. It is an intermediate in the shikimate pathway. It has a role as a Saccharomyces cerevisiae metabolite. It is a conjugate base of a 5-O-(1-carboxyvinyl)-3-phosphoshikimic acid.